C(C)(C)(C)OC(=O)NC=1N=C(SC1)C1=CC(=C(C(=O)OC)C=C1)OC methyl 4-[4-(tert-butoxycarbonylamino) thiazol-2-yl]-2-methoxy-benzoate